N1[C@@H](CCC1)C(=O)N[C@@H](CS)C(=O)O L-prolyl-L-cysteine